1-[4-(1-aminocyclopropyl)phenyl]Piperidin-4-yl-N-methylacetamide NC1(CC1)C1=CC=C(C=C1)N1CCC(CC1)CC(=O)NC